COC(=O)C1=CC=C(C=C1)C=1C2=CC=C(N2)C(=C2C=CC(C(=C3C=CC(=C(C=4C=CC1N4)C4=CC=C(C=C4)C(=O)OC)N3)C3=CC=C(C=C3)C(=O)OC)=N2)C2=CC=C(C=C2)C(=O)OC 5,10,15,20-tetra(4-methoxycarbonylphenyl)porphyrin